N-((2R,3S,4R)-1-(1-(4-fluorophenyl)-1H-indazol-5-yl)-4-((1-methyl-1H-pyrazol-4-yl)methyl)-5-oxo-2-phenylpyrrolidin-3-yl)cyclopropanecarboxamide FC1=CC=C(C=C1)N1N=CC2=CC(=CC=C12)N1[C@@H]([C@H]([C@H](C1=O)CC=1C=NN(C1)C)NC(=O)C1CC1)C1=CC=CC=C1